1-methyl-N-(2-(2-methylpyridin-4-yl)-1H-pyrrolo[3,2-c]pyridin-6-yl)cyclopropanecarboxamide CC1(CC1)C(=O)NC1=CC2=C(C=N1)C=C(N2)C2=CC(=NC=C2)C